[C@H]12N(C[C@H](NC1)C2)C=2C=C1C(N(C(C1=CC2)=O)N2C(NC(CC2)=O)=O)=O 5-((1R,4R)-2,5-diazabicyclo[2.2.1]heptan-2-yl)-2-(2,4-dioxotetrahydropyrimidin-1(2H)-yl)isoindoline-1,3-dione